FC=1C=CC(=C(C(=O)NCC2=CC=C(C=C2)C2=CC(=C3C=NNC3=C2C(=O)N)N2CCCC2)C1)OC 6-(4-((5-fluoro-2-methoxybenzoylamino)methyl)phenyl)-4-(pyrrolidin-1-yl)-1H-indazole-7-carboxamide